8-(2-(((1-methylcyclopropyl)methyl)amino)-7H-pyrrolo[2,3-d]pyrimidin-5-yl)-3,4-dihydrobenzo[f][1,4]oxazepin-5(2H)-one CC1(CC1)CNC=1N=CC2=C(N1)NC=C2C2=CC1=C(C(NCCO1)=O)C=C2